CC=1C(=C(C(=O)O)C(=CC1)OC=1C=NC=C(C1I)Cl)Cl.[SeH]SC[C@H](N)C(=O)O S-Selanyl-Cysteine methyl-2-chloro-6-((5-chloro-4-iodopyridin-3-yl)oxy)benzoate